7-azabenzotriazole-1-oxide [N+]=1(NN=C2C1N=CC=C2)[O-]